FC1(CCN(CCC1)C1=NC2=CC(=CC=C2C=C1C(=O)NC1=CC(=CC=C1)S(=O)C)C(F)(F)F)F 2-(4,4-difluoroazepan-1-yl)-N-(3-(methylsulfinyl)phenyl)-7-(trifluoromethyl)quinoline-3-carboxamide